FC1=C(C(=CC(=C1)C1=NC2=CC=C3C(=C2C=2CCCCC12)C=CN3)F)O 2,6-difluoro-4-(8,9,10,11-tetrahydro-3H-pyrrolo[3,2-a]phenanthridin-7-yl)phenol